O[C@H]1[C@@H]([C@@H]2[C@@H](OCC(CC2)CCCCC(=O)OC(C)C)C1)\C=C\[C@H](COC1=CC=CC=C1)O 2-propanyl 5-{(5aR,6R,7R,8aS)-7-hydroxy-6-[(1E,3R)-3-hydroxy-4-phenoxy-1-buten-1-yl]octahydro-2H-cyclopenta[b]oxepin-3-yl}pentanoate